ClC=1C(=NC(=NC1)NC1CCOCC1)C1=CC=C2CN(C(C2=C1)=O)C1C(N(CCC1)C)=O 6-{5-chloro-2-[(oxan-4-yl)amino]pyrimidin-4-yl}-2-(1-methyl-2-oxopiperidin-3-yl)-2,3-dihydro-1H-isoindol-1-one